(R)-3-(1,4-dimethyl-1H-benzo[d][1,2,3]triazol-5-yl)-3-(3-(((R)-2-ethyl-7-hydroxy-2,3-dihydropyrido[2,3-f][1,4]oxazepin-4(5H)-yl)methyl)-4-methylphenyl)propanoic acid ethyl ester C(C)OC(C[C@H](C1=CC(=C(C=C1)C)CN1C[C@H](OC2=C(C1)N=C(C=C2)O)CC)C2=C(C1=C(N(N=N1)C)C=C2)C)=O